C1(=CC=CC=C1)C1CCC=2N1N=C(N2)S 5-phenyl-6,7-dihydro-5H-pyrrolo[1,2-b][1,2,4]triazole-2-thiol